ClC1=CC=C(C(=N1)C(=O)OC)N[C@H](C)C=1C=C(C=C2C(N(C(=NC12)N1CCC(CC1)(F)F)C)=O)C(F)(F)F methyl (R)-6-chloro-3-((1-(2-(4,4-difluoropiperidin-1-yl)-3-methyl-4-oxo-6-(trifluoromethyl)-3,4-dihydroquinazolin-8-yl)ethyl)amino)picolinate